FC1=C(C(=NN1)F)F trifluoropyrazole